tert-butyl (2-(2-hydroxyethoxy)ethyl)((4'-(4,4,5,5-tetramethyl-1,3,2-dioxaborolan-2-yl)-[1,1'-biphenyl]-4-yl)methyl)carbamate OCCOCCN(C(OC(C)(C)C)=O)CC1=CC=C(C=C1)C1=CC=C(C=C1)B1OC(C(O1)(C)C)(C)C